1,2,3,4-tetrahydroquinoline-3-carbaldehyde N1CC(CC2=CC=CC=C12)C=O